FC=1C(=CC(=NC1)C)C1=CC=2N(C=C1)N=C(C2)NC(=O)[C@H]2[C@@H](C2)C (1R,2R)-N-(5-(5-fluoro-2-methylpyridin-4-yl)pyrazolo[1,5-a]pyridin-2-yl)-2-methylcyclopropane-1-carboxamide